C(C)N(C=1C(=C(C(=C2C=NNC12)C=1N=CC=2N(C1)C=C(N2)NC(=O)C2C(C2)F)SC)F)C N-(6-(7-(ethyl(methyl)amino)-6-fluoro-5-(methylthio)-1H-indazol-4-yl)imidazo[1,2-a]pyrazin-2-yl)-2-fluorocyclopropane-1-carboxamide